NC=1N=C(C2=C(N1)NC=C2)OC2=CC=C(C=C2)NC(N[C@H](C(=O)OC)CCC2=CC=CC=C2)=O Methyl (S)-2-(3-(4-((2-amino-7H-pyrrolo[2,3-d]pyrimidin-4-yl)oxy)phenyl)ureido)-4-phenylbutanoate